5-benzyl-N-(4-(5-(3-(dimethylamino)propoxy)-2-methylphenyl)pyridin-2-yl)-4H-1,2,4-triazole-3-carboxamide C(C1=CC=CC=C1)C=1NC(=NN1)C(=O)NC1=NC=CC(=C1)C1=C(C=CC(=C1)OCCCN(C)C)C